rac-5-[trans-2-cyclopropyl-4-hydroxypiperidin-1-yl]-2'-ethoxy-[2,3'-bipyridine]-6-carboxylic acid C1(CC1)[C@@H]1N(CC[C@H](C1)O)C=1C=CC(=NC1C(=O)O)C=1C(=NC=CC1)OCC |r|